NC1=CC=C(C=C1)N=NC1=CC=C(C=C1)S(=O)(=O)O 4-amino-4'-sulfoazobenzene